C(C)(C)(C)NC(C=C)=O N-tert.-butylacrylamide